C(C)(=O)OC1=C(C=C(C=C1)CC=C)OC 4-allyl-2-methoxy-phenyl acetate